C1C=CC2C3CC(C(C12)C3)OC(CC)=O 3a,4,5,6,7,7a-Hexahydro-4,7-methano-1H-inden-6-yl-propanoat